3-ethyl-3-nitro-benzamide C(C)C1(CC(C(=O)N)=CC=C1)[N+](=O)[O-]